FC1=C(C(=C(C2=C1OCC(N2)=O)F)C2=C(C(=CC(=C2F)F)F)F)F trifluoro-6-(2,3,5,6-tetrafluorophenyl)-2H-benzo[b][1,4]oxazin-3(4H)-one